methyl (Z)-3-(2-chloro-6-fluorophenyl)-5-[1-(dimethylamino)-4,4,4-trifluoro-3-oxobut-1-en-2-yl]-1,2-oxazole-4-carboxylate ClC1=C(C(=CC=C1)F)C1=NOC(=C1C(=O)OC)/C(=C/N(C)C)/C(C(F)(F)F)=O